(R)-3-hydroxybutyraldehyde O[C@@H](CC=O)C